pentanedioic acid mono-tert-butyl ester C(C)(C)(C)OC(CCCC(=O)O)=O